CC1=C(C=C(C=C1)NC(=O)N1C[C@@H](OCC1)C(F)(F)F)C1=CC(=NC(=C1)N1CCOCC1)C=1C=NN(C1)C (2R)-N-{4-methyl-3-[2-(1-methylpyrazol-4-yl)-6-(morpholin-4-yl)pyridin-4-yl]phenyl}-2-(trifluoromethyl)morpholine-4-carboxamide